OC(C1=C(C=CC=C1)O)C1=CC=CC2=CC=CC=C12 2-(hydroxy(naphthalen-1-yl)methyl)phenol